O[C@@H](CC(=O)O)CCCCCCCCCCCCCCC R-3-hydroxy-octadecanoic acid